25,26,26,26,27,27,27-heptadeuteriocholest-5-ene-3β,7a-diol (9Z-octadecenoate) C(C=CCCCCCCCCCCCCCCC)(=O)O.[2H]C(C([2H])([2H])[2H])(C([2H])([2H])[2H])CCC[C@@H](C)[C@H]1CC[C@H]2[C@@H]3[C@@H](C=C4C[C@H](CC[C@]4(C)[C@H]3CC[C@]12C)O)O